ClC=1N=C(C(=NC1)SC1=C(C(=CC=C1)Cl)Cl)C=C chloro-2-((2,3-dichlorophenyl)thio)-3-vinylpyrazine